FC(C=1OC2=C(N1)C(=C(C=C2)OC)C2=C(C=CC(=C2)C=2C1=C(N=NC2)N(C=N1)CC)F)F 2-(difluoromethyl)-4-(5-(7-ethyl-7H-imidazo[4,5-c]pyridazin-4-yl)-2-fluorophenyl)-5-Methoxybenzo[d]oxazole